Didecanoyl-sn-glycero-3-phosphate C(CCCCCCCCC)(=O)OP(OC[C@@H](CO)O)(=O)OC(CCCCCCCCC)=O